C(C)(=O)OCCN1C(=NC2=C1C=CC(=C2)NC(C=C)=O)[C@@H]2C[C@@H](CCC2)NC2=NC=C(C(=N2)OC)C#N 2-(5-acrylamido-2-((1S,3R)-3-((5-cyano-4-methoxypyrimidin-2-yl)amino)cyclohexyl)-1H-benzo[d]imidazol-1-yl)ethyl acetate